C(CCCCCCC)P(=O)(OC=COP(=O)(CCCCCCCC)CCCCCCCC)CCCCCCCC Di(dioctyl-phosphoryloxy)ethylene